C(C)(C)(C)NS(=O)(=O)COC1=CC=C(C=C1)C=1N(C(C(=CN1)NCCCC1=CC=CC=C1)=O)CC(=O)O 2-(2-(4-((N-(tert-butyl)sulfamoyl)methoxy)phenyl)-6-oxo-5-((3-phenylpropyl)amino)pyrimidin-1(6H)-yl)acetic acid